(N-(4-methoxy-6-((4-(propionamidomethyl)-1H-pyrazol-1-yl)methyl)benzo[d]isoxazol-3-yl)sulfamoyl)-N-methylbenzamide COC1=CC(=CC2=C1C(=NO2)NS(=O)(=O)C2=C(C(=O)NC)C=CC=C2)CN2N=CC(=C2)CNC(CC)=O